caproic acid cis-3-hexenyl ester C(C\C=C/CC)OC(CCCCC)=O